3-methyl-2-oxo-pyrrolidine-3-carboxylic acid N'-[3-(4-trifluoromethyl-phenylamino)-pyrazine-2-carbonyl]-hydrazide FC(C1=CC=C(C=C1)NC=1C(=NC=CN1)C(=O)NNC(=O)C1(C(NCC1)=O)C)(F)F